NC1=NC(=C2N=CNC2=N1)OCC1=CC=C(C=C1)CNC(COC1=C(C(=C(C(=C1F)F)OCCOCCOCCOCCOCCCCCCCl)F)F)=O N-[[4-[[(2-Amino-9H-purin-6-yl)oxy]methyl]phenyl]methyl]-2-[4-[(18-chloro-3,6,9,12-tetraoxaoctadec-1-yl)oxy]-2,3,5,6-tetrafluorophenoxy]acetamide